(4-((4-(4-(3-(methylsulfonyl)ureido)-2,3-dihydro-1H-inden-5-yl)pyridin-2-yl)oxy)cyclohex-1-en-1-yl)boronic acid CS(=O)(=O)NC(NC1=C2CCCC2=CC=C1C1=CC(=NC=C1)OC1CC=C(CC1)B(O)O)=O